(L)-4-((2,6-diamino-5-((4-methoxybenzyl)oxy)pyridin-3-yl)diazenyl)phenol trifluoroacetic acid salt FC(C(=O)O)(F)F.NC1=NC(=C(C=C1N=NC1=CC=C(C=C1)O)OCC1=CC=C(C=C1)OC)N